IC1=CC=C2C(=N1)N(C=C2)C(=O)OC methyl 6-iodopyrrolo[2,3-b]pyridine-1-carboxylate